4'-chloro-2-hydroxy-4-isopentenyloxychalcone ClC1=CC=C(C(/C=C/C2=C(C=C(C=C2)OCCC(=C)C)O)=O)C=C1